methyl 3-cyclopropyl-3-oxo-propanoate C1(CC1)C(CC(=O)OC)=O